COC1=NC2=CC(=CC(=C2N=C1)C=1OC2=C(C1)C1=C(C=C2)O[C@H](CO1)CO)C (S)-(8-(2-methoxy-7-methylquinoxalin-5-yl)-2,3-dihydro-[1,4]dioxino[2,3-e]benzofuran-3-yl)methanol